2-chloro-3-iodo-N-isopropyl-5-nitro-1-((2-(trimethylsilyl)ethoxy)methyl)-1H-pyrrolo[2,3-b]pyridin-4-amine ClC1=C(C2=C(N=CC(=C2NC(C)C)[N+](=O)[O-])N1COCC[Si](C)(C)C)I